3-(3-(1-(2-(2-fluoro-5-((6-fluoro-4-methyl-1H-indol-5-yl)oxy)phenyl)-1H-imidazol-5-yl)cyclopentyl)phenyl)propanoic acid FC1=C(C=C(C=C1)OC=1C(=C2C=CNC2=CC1F)C)C=1NC(=CN1)C1(CCCC1)C=1C=C(C=CC1)CCC(=O)O